C(=C)C1=C(C=O)C=CC(C1)(C=O)C=C 2,4-divinyl-terephthalaldehyde